C(C1=CC=CC=C1)OC(=O)N1C(C(CCC1)NC(=O)OC(C)(C)C)CCSC(C)=O (2-(acetylthio)ethyl)-3-((tert-butoxycarbonyl)amino)piperidine-1-carboxylic acid benzyl ester